BrCCCCCCC(C(F)(F)F)=O 8-bromo-1,1,1-trifluorooctan-2-one